Methyl-(propyl-methanol) CC(O)CCC